O=C1NC2(C(N1)=O)CCN(CC2)C2=NC=C(C(=O)OC)C=C2 methyl 6-(2,4-dioxo-1,3,8-triazaspiro[4.5]decan-8-yl)nicotinate